C(#N)C1=NC=C(C=N1)[C@@H](C)NC(CN1C(NC2=CC=C(C=C2C1=O)F)=O)=O (R)-N-(1-(2-cyanopyrimidin-5-yl)ethyl)-2-(6-fluoro-2,4-dioxo-1,4-dihydroquinazolin-3(2H)-yl)acetamide